C(C(=O)O)(=O)O.COC1=CC=C(C=C1)CCCN 3-(4-methoxyphenyl)propanamine oxalate